ClC1=CC=C2C(=NN(C2=C1)C=1C=NC=CC1)C(C)N1N=C(C=2C1=NC=NC2N)C=2C=C1C(=NC2)NC=C1 (1-(6-chloro-1-(pyridin-3-yl)-1H-indazol-3-yl)ethyl)-3-(1H-pyrrolo[2,3-b]pyridin-5-yl)-1H-pyrazolo[3,4-d]pyrimidin-4-amine